ClC=1C=C(C2=C(C=C(O2)CNC(=O)C=2C3=C(C=NC2)NC(=N3)C)C1)C(=O)OC Methyl 5-chloro-2-((2-methyl-3H-imidazo[4,5-c]pyridine-7-carboxamido)methyl)benzofuran-7-carboxylate